trichloromethyl-oxadiazole ClC(Cl)(Cl)C=1N=NOC1